CN1C(=CC=2C=NC(=CC21)NC(CN2CCCC2)=O)C2=NC=NC(=C2)C N-(1-methyl-2-(6-methylpyrimidin-4-yl)-1H-pyrrolo[3,2-c]pyridin-6-yl)-2-(pyrrolidin-1-yl)acetamide